3-[5-[(2-hydroxy-2-methylpropyl)amino]-6-methoxypyrazin-2-yl]-1H-indole-7-carbonitrile OC(CNC=1N=CC(=NC1OC)C1=CNC2=C(C=CC=C12)C#N)(C)C